OC(CC=O)(O)O tri-hydroxypropanal